2-(4-((2,7-diazaspiro[3.5]nonan-2-yl)methyl)phenyl)-3-phenyl-5H-imidazo[1,2-c]pyrido[4,3-e][1,3]oxazine C1N(CC12CCNCC2)CC2=CC=C(C=C2)C=2N=C1N(COC3=C1C=CN=C3)C2C2=CC=CC=C2